C1(CC1)C(C(C(=O)NC1=CC=C(C=C1)C=1C(=NNC1C)C)C1=NN=C(N1)C=1C(=NOC1C)C)C1CC1 3,3-dicyclopropyl-2-[5-(3,5-dimethylisoxazol-4-yl)-4H-1,2,4-triazol-3-yl]-N-[4-(3,5-dimethyl-1H-pyrazol-4-yl)phenyl]propanamide